FC1(C(CC1)C1=CC=C(C=C1)N1N=C2CC(NCC3C2=C1CCN3C(=O)OC(C)(C)C)=O)F tert-butyl 2-(4-(2,2-difluorocyclobutyl) phenyl)-8-oxo-2,3,4,5a,6,7,8,9-octahydro-5H-1,2,5,7-tetraazabenzo[cd]azulene-5-carboxylate